NC1=C(C=CC=2C(=CC(OC21)=O)C(F)(F)F)N(C)C2=CC=C(C=C2)F 8-amino-7-((4-fluorophenyl)(methyl)amino)-4-(trifluoromethyl)-2H-benzopyran-2-one